C(=O)(O)CN1C[C@@H](N(C[C@@H](NC[C@@H](N(C[C@@H]1C)CC(=O)O)C)C)CC(=O)O)C [(2S,5S,8S,11S)-4,7-bis-carboxymethyl-2,5,8,11-tetramethyl-1,4,7,10-tetraazacyclododecane-1-yl]acetic acid